7-aminoenanthic acid NCCCCCCC(=O)O